hydroxybenzo[b]thiophen OC1=CC2=C(S1)C=CC=C2